(3R,5R)-1-{2-[1-(cyclopropylmethyl)-6-(2H,3H,4H-pyrido[3,2-b][1,4]oxazin-7-yl)-1H-indol-2-yl]-7-methoxy-1-methyl-1H-1,3-benzodiazole-5-carbonyl}-5-fluoropiperidin-3-amine C1(CC1)CN1C(=CC2=CC=C(C=C12)C1=CC=2OCCNC2N=C1)C1=NC2=C(N1C)C(=CC(=C2)C(=O)N2C[C@@H](C[C@H](C2)F)N)OC